NC1=NC=CC=C1C1=NC=2C(=NC(=CC2)Cl)N1C1=CC=C(CCNC(OC(C)(C)C)=O)C=C1 tert-butyl (4-(2-(2-aminopyridin-3-yl)-5-chloro-3H-imidazo[4,5-b]pyridin-3-yl)phenethyl)carbamate